(4-(3-hydroxyoxetan-3-yl)phenyl)(4-((6-(trifluoromethyl)benzo[d]thiazol-2-yl)oxy)piperidin-1-yl)methanone OC1(COC1)C1=CC=C(C=C1)C(=O)N1CCC(CC1)OC=1SC2=C(N1)C=CC(=C2)C(F)(F)F